((6-chloro-4-(cyclopropyl)pyridin-2-yl)imino)dimethyl-λ6-sulfanone ClC1=CC(=CC(=N1)N=S(=O)(C)C)C1CC1